9-(tert-butoxycarbonyl)-14-(3-((tert-butoxycarbonyl)amino)propyl)-2,2,15-trimethyl-4-oxo-3-oxa-5,9,14-triazahexadecane C(C)(C)(C)OC(=O)N(CCCNC(OC(C)(C)C)=O)CCCCN(C(C)C)CCCNC(=O)OC(C)(C)C